COC1CN(C2=CC=CC=C2C1)C(=O)C1=CN=NC(=C1)C1=CC=CC=C1 (3,4-Dihydro-3-methoxy-1(2H)-quinolinyl)(6-phenyl-4-pyridazinyl)methanone